(R)-3-(4-bromophenyl)-3-methylpiperidine-2,6-dione BrC1=CC=C(C=C1)[C@@]1(C(NC(CC1)=O)=O)C